C(C)OC(=O)[C@@H]1CN(CC[C@@H]1NC(=O)C1=NOC(=C1)C1=C(C=C(C=C1)F)F)C(=O)OC(C)(C)C (3R,4S)-4-{[5-(2,4-difluoro-phenyl)-isoxazole-3-carbonyl]-amino}-piperidine-1,3-dicarboxylic acid 1-tert-butyl 3-ethyl ester